N1-((3-(4-(ethoxymethyl)cyclohexyl)-5,6-dihydro-4H-pyrrolo[1,2-b]pyrazol-2-yl)methyl)-N1,N2-dimethylethane-1,2-diamine C(C)OCC1CCC(CC1)C1=C2N(N=C1CN(CCNC)C)CCC2